ClC1=NC=NC(=C1OCOC(=O)N1CCCCC1)C=1C=NN(C1)C1=C(C=CC=C1)F.FC1=CC=C(C=C1)C=1NC=CN1 2-(p-fluorophenyl)imidazole ((4-chloro-6-(1-(2-fluorophenyl)-1H-pyrazol-4-yl)pyrimidin-5-yloxy)methyl)piperidine-1-carboxylate